ClC1=CC=C(C(=N1)C(=O)NS(=O)(=O)C)N[C@H](C)C=1C=C(C=C2C(N(C(=NC12)N1CCC(CC1)C=1C(NC=CC1)=O)C)=O)C (R)-6-chloro-3-((1-(3,6-dimethyl-4-oxo-2-(4-(2-oxo-1,2-dihydropyridin-3-yl)piperidin-1-yl)-3,4-dihydroquinazolin-8-yl)ethyl)amino)-N-(methylsulfonyl)picolinamide